N1=C(C(=CC=C1)O)C(=O)OP(=O)(C1=CC=CC=C1)C1=CC=CC=C1 2-(diphenylphosphoryl) pyridin-3-ol-ate